COC(C)(C)C=1SC(=CN1)S(=O)NC(OC(C)(C)C)=O tert-butyl N-[[2-(2-methoxypropan-2-yl)-1,3-thiazol-5-yl]sulfinyl]carbamate